3-amino-6-cyclopropyl-4-(7-fluoro-1H-indazol-4-yl)-1H-1,10-phenanthrolin-2-one NC=1C(NC2=C3N=CC=CC3=C(C=C2C1C1=C2C=NNC2=C(C=C1)F)C1CC1)=O